NC1=CC(=NN1C1=CC=C(C=C1)OC(F)(F)F)C 5-amino-1-(4-trifluoromethoxyphenyl)-3-methylpyrazole